NC=1C2=C(N=C(N1)OCCCC)C(=CC(N2)=O)CCCCCN2CCCC2 4-amino-2-butoxy-8-(5-(pyrrolidin-1-yl)pentyl)pyrido[3,2-d]pyrimidin-6(5H)-one